3-((4-ethylphenyl)sulfonyl)-4-(4-(4-fluorophenyl)piperazin-1-yl)-6-(trifluoromethoxy)quinoline C(C)C1=CC=C(C=C1)S(=O)(=O)C=1C=NC2=CC=C(C=C2C1N1CCN(CC1)C1=CC=C(C=C1)F)OC(F)(F)F